ClC1=CC(=CC(=N1)C=1C=C(C(=O)NC)C=CC1)[C@H]1N([C@H](CN(C1)C(C(=C)F)=O)C)S(=O)(=O)C 3-(6-chloro-4-((2R,6S)-4-(2-fluoroacryloyl)-6-methyl-1-(methylsulfonyl)piperazin-2-yl)pyridin-2-yl)-N-methyl-benzamide